2-(2'-hydroxy-3'-methacrylamidomethyl-5'-tert-octylphenyl)-2H-benzotriazole OC1=C(C=C(C=C1CNC(C(=C)C)=O)C(C)(C)CC(C)(C)C)N1N=C2C(=N1)C=CC=C2